3-methoxycyclopentenone COC1=CC(CC1)=O